3-[(2-METHYL-3-FURYL)THIO]BUTANAL CC=1OC=CC1SC(CC=O)C